manganese hydroxide, hydrate O.[OH-].[Mn+2].[OH-]